p-tertbutylpyrocatechol C(C)(C)(C)C=1C=C(C(O)=CC1)O